Cl.NC(C(=O)N1CCN(CC1)C(=O)NC1=NC(N(C=C1)C1=CC=C2CC(COC2=C1)N1CC2C(C2C1)N)=O)(C)C exo-4-(2-Amino-2-methylpropanoyl)-N-(1-(3-(6-amino-3-azabicyclo[3.1.0]hexan-3-yl)chroman-7-yl)-2-oxo-1,2-dihydropyrimidin-4-yl)piperazine-1-carboxamide hydrochloride salt